NCC(CC[Si](C)(OCCCCCCCCCCCCCC)OCCCCCCCCCCCCCC)C 3-amino-2-methylpropyl-(ditetradecyloxydimethylsilane)